C(C#C)OC1=CC=C(C(=O)C2=CC=C(C(=O)Cl)C=C2)C=C1 4-(4-(prop-2-yn-1-yloxy)benzoyl)benzoyl chloride